(2-methylphenyl)(2,4,6-trimethylphenyl)iodonium CC1=C(C=CC=C1)[I+]C1=C(C=C(C=C1C)C)C